C(C)(C)(C)OC(C1=C(C=CC=C1)C(C1=C(C=C(C=C1)C(F)(F)F)OC1OCCCC1)=O)=O.C(C)OC=1C=C(C=CC1)C=1C=C(NC1)C(=O)C1=CC(=C(C(=C1)OC)OC)OC [4-(3-ethoxyphenyl)-1H-pyrrol-2-yl](3,4,5-trimethoxyphenyl)methanone tert-butyl-2-(2-((tetrahydro-2H-pyran-2-yl)oxy)-4-(trifluoromethyl)benzoyl)benzoate